6'-((6-((2-HYDROXYETHYL)AMINO)PYRIMIDIN-4-YL)AMINO)-8'-METHYL-2'H-SPIRO[CYCLOPENTANE-1,3'-IMIDAZO[1,5-A]PYRIDINE]-1',5'-DIONE OCCNC1=CC(=NC=N1)NC1=CC(=C2N(C1=O)C1(NC2=O)CCCC1)C